C(C1=CC=CC=C1)OCOC=1C(=C(C2=C(C=CC=C2C1)C#C[Si](C(C)C)(C(C)C)C(C)C)O)F (benzyloxymethoxy)-2-fluoro-8-((triisopropylsilyl)ethynyl)naphthalen-1-ol